CN(C)[Si](O[Si](O[Si](O[SiH](C)C)(C)C)(C)C)(C)C dimethylamino-1,1,3,3,5,5,7,7-octamethyltetrasiloxane